[Si]#[U]#[Si] Uranium Disilicide